C(CCC)C(C1=CC=CC=C1)S butylbenzyl thiol